ClC=1C=C2CC(CC2=CC1)NC(=O)C1=CC=NC=2N1N=C(C2C(=O)N)COC N7-(5-chloroindan-2-yl)-2-(methoxymethyl)pyrazolo[1,5-a]pyrimidine-3,7-dicarboxamide